peroxy-citraconic acid C(\C(\C)=C/C(=O)O)(=O)OO